C[C@]12[C@H]3CC[C@@]4([C@H](CC[C@H]4[C@@H]3CC=C2C[C@H](CC1)O)[C@@H](COC1=NC=CC=C1C)C)C (3S,8S,9S,10R,13S,14S,17R)-10,13-dimethyl-17-((S)-1-((3-methylpyridin-2-yl)oxy)propan-2-yl)-2,3,4,7,8,9,10,11,12,13,14,15,16,17-tetradecahydro-1H-cyclopenta[a]phenanthren-3-ol